(E)-1-(2-(Benzyloxy)-6-hydroxyphenyl)-3-(4-(benzyloxy)-phenyl)-prop-2-en-1-one C(C1=CC=CC=C1)OC1=C(C(=CC=C1)O)C(\C=C\C1=CC=C(C=C1)OCC1=CC=CC=C1)=O